2-hydroxy-1-phenylethan-1-aminium OCC([NH3+])C1=CC=CC=C1